C(#N)C1=CC=C(C=C1)C=1C=NC(=C(C(=O)NC=2C=C(C=CC2)[S@](=O)(C)=NC(CN(C(OC(C)(C)C)=O)C)=O)C1C)N1CCC(CCC1)(F)F tert-butyl (R)-(2-(((3-(5-(4-cyanophenyl)-2-(4,4-difluoroazepan-1-yl)-4-methylnicotinamido)phenyl)(methyl)(oxo)-λ6-sulfaneylidene)amino)-2-oxoethyl)(methyl)carbamate